CN([C@@H]1CCC=2C1=NNC(C2C(F)(F)F)=O)CCC(N2CCN(CC2)C2=NC=C(C=N2)C(F)(F)F)=O |r| racemic-7-(methyl(3-oxo-3-(4-(5-(trifluoromethyl)pyrimidin-2-yl)piperazin-1-yl)propyl)amino)-4-(trifluoromethyl)-2,5,6,7-tetrahydro-3H-cyclopenta[c]pyridazin-3-one